ClC=1C=C(C=CC1)C(C(OC(=O)N[C@H](C(=O)N[C@H](C(=O)OCC)C[C@H]1C(NCC1)=O)CCCC)C1=CC=NC=C1)(F)F ethyl (2S)-2-((2S)-2-(((2-(3-chlorophenyl)-2,2-difluoro-1-(pyridin-4-yl)ethoxy) carbonyl)amino)hexanamido)-3-((S)-2-oxopyrrolidin-3-yl)propanoate